5-Benzyl-3-iodo-1-methyl-1H-pyrazole-4-carboxylic acid ethyl ester C(C)OC(=O)C=1C(=NN(C1CC1=CC=CC=C1)C)I